C(C)(C)(C)OC(NC1CCC(CC1)NC1=NC2=C(C=C(C=C2C=N1)Br)CC)=O ((1r,4r)-4-((6-bromo-8-ethylquinazolin-2-yl)amino)cyclohexyl)carbamic acid tert-butyl ester